IC1=C(C=CC=C1)C(C)(C)O 2-(2-iodophenyl)-2-propanol